(E)-9-(4-(diphenylamino)styryl)-10-methylacridan-10-ium C1(=CC=CC=C1)N(C1=CC=C(/C=C/C2C3=CC=CC=C3[NH+](C=3C=CC=CC23)C)C=C1)C1=CC=CC=C1